ClC=1C=C(C=C(C1)Cl)C1=NC(=CC(=C1)CN1CCC(CC1)CC(=O)O)NC=1C=NC(=NC1)N1CCN(CC1)C 2-(1-((2-(3,5-dichloro-phenyl)-6-((2-(4-methyl-piperazin-1-yl)pyrimidin-5-yl)amino)pyridin-4-yl)methyl)piperidin-4-yl)acetic acid